BrC=1C=C2C(=NC1)N=C(N2CC=2OC(=NN2)[C@@H](C)F)C (R)-2-((6-bromo-2-methyl-1H-imidazo[4,5-b]pyridin-1-yl)methyl)-5-(1-fluoroethyl)-1,3,4-oxadiazole